FC=1C=C2C(CCN(C2=NC1N1CCNCC1)CC)=O 6-fluoro-1-ethyl-7-piperazin-1-yl-2,3-dihydro-[1,8]naphthyridine-4(1H)-one